2-hydroxyadipyl-CoA OC(C(=O)SCCNC(CCNC([C@@H](C(COP(OP(OC[C@@H]1[C@H]([C@H]([C@@H](O1)N1C=NC=2C(N)=NC=NC12)O)OP(=O)(O)O)(=O)O)(=O)O)(C)C)O)=O)=O)CCCC(=O)O